C(C)(C)(C)OC(N(CCC1=CC2=CC=CC=C2C=C1)CCCN=[N+]=[N-])=O.NCCCN(C(OC(C)(C)C)=O)CCC1=CC2=CC=CC=C2C=C1 tert-butyl (3-aminopropyl)(2-(naphthalen-2-yl)ethyl)carbamate tert-butyl-(3-azidopropyl)(2-(naphthalen-2-yl)ethyl)carbamate